5-[(4-Methoxyphenyl)methylamino]thiazole-4-carboxylic acid tert-butyl ester C(C)(C)(C)OC(=O)C=1N=CSC1NCC1=CC=C(C=C1)OC